(4r,5r)-4-(3-chlorophenyl)-5-(4-chlorophenyl)-5-hydroxy-2-methylpentanoate ClC=1C=C(C=CC1)[C@@H](CC(C(=O)[O-])C)[C@@H](O)C1=CC=C(C=C1)Cl